(R)-3-(azetidin-1-yl)-N-(2-(4-chlorophenyl)propan-2-yl)-2-methylpropanamide N1(CCC1)C[C@H](C(=O)NC(C)(C)C1=CC=C(C=C1)Cl)C